FC1=CC(=C(C=C1OC)CCNCC1=C(C=CC=C1)OC)OC 2-(4-fluoro-2,5-dimethoxyphenyl)-N-[(2-methoxyphenyl)methyl]ethanamine